benzyl (S)-1-((5-(difluoromethyl)-3-fluoro-1H-indazol-7-yl)sulfonyl)azetidine-2-carboxylate FC(C=1C=C2C(=NNC2=C(C1)S(=O)(=O)N1[C@@H](CC1)C(=O)OCC1=CC=CC=C1)F)F